ClC1=C(C=C(C=C1)NC1=C2CCN(CC2=CC=C1)C[C@H](CO)O)C=1NC(=CN1)C1=CC=CC=C1 (2R)-3-(5-{[4-chloro-3-(5-phenyl-1H-imidazol-2-yl)phenyl]amino}-1,2,3,4-tetrahydroisoquinolin-2-yl)propane-1,2-diol